2-[(4-methylpiperidin-4-yl)oxy]pyridine hydrochloride Cl.CC1(CCNCC1)OC1=NC=CC=C1